OCCN1CCOCC1 4-(2-hydroxy-ethyl)-morpholine